FC1(CCN(CC1)CCNC(=O)C=1C=C(C(=NC1)C)NC(=O)C=1C=NN2C1SC(=C2)C=2C=NC=CC2)F N-(5-((2-(4,4-difluoropiperidin-1-yl)ethyl)carbamoyl)-2-methylpyridin-3-yl)-2-(pyridin-3-yl)pyrazolo[5,1-b]thiazole-7-carboxamide